COC1=C(C(=CC(=C1)CCC)OC)C=1C=2N(C=CC1)C=CN2 8-(2,6-Dimethoxy-4-propylphenyl)imidazo[1,2-a]pyridine